C1(=CC=C(C=C1)/C=C/C=1C=CC(=C(C(=O)O)C1)O)C1=CC=CC=C1 (E)-5-(2-([1,1'-biphenyl]-4-yl)vinyl)-2-hydroxybenzoic acid